2-(2,2-difluoroacetyl)-4-(trifluoromethyl)benzoic acid FC(C(=O)C1=C(C(=O)O)C=CC(=C1)C(F)(F)F)F